[(3S)-1-[(1r,4r)-4-({2-[2,6-dioxopiperidin-3-yl]-1,3-dioxoisoindol-4-yl}amino)cyclohexanecarbonyl]pyrrolidin-3-yl]acetic acid O=C1NC(CCC1N1C(C2=CC=CC(=C2C1=O)NC1CCC(CC1)C(=O)N1C[C@@H](CC1)CC(=O)O)=O)=O